5-chloro-3-(3-(3-methyl-2-oxoimidazolin-1-yl)piperidin-1-yl)-1,2,4-triazine-6-Formonitrile ClC=1N=C(N=NC1C#N)N1CC(CCC1)N1C(N(CC1)C)=O